[O-]C#N.[Na+] Natrium cyanat